(2-(bis(9,9-dimethyl-9H-fluoren-3-yl)amino)phenyl)acrylic acid CC1(C2=CC=CC=C2C=2C=C(C=CC12)N(C1=C(C=CC=C1)C(C(=O)O)=C)C=1C=CC=2C(C3=CC=CC=C3C2C1)(C)C)C